CN([C@H]1CN(CC1)C1=CC=C(C(=O)NS(=O)(=O)C2=CC(=C(C=C2)N[C@H](CCN2CCN(CC2)C(=O)OC(C)(C)C)CSC2=CC=CC=C2)S(=O)(=O)C(F)(F)F)C=C1)C Tert-butyl 4-((R)-3-((4-(N-(4-((R)-3-(dimethylamino)pyrrolidin-1-yl)benzoyl)sulfamoyl)-2-((trifluoromethyl)sulfonyl)phenyl)amino)-4-(phenylthio)butyl)piperazine-1-carboxylate